(E)-3-(5-fluoro-1H-indazol-6-yl)-N-(6-methoxy-2,4-dimethylpyridin-3-yl)acrylamide FC=1C=C2C=NNC2=CC1/C=C/C(=O)NC=1C(=NC(=CC1C)OC)C